hexafluorocyclopentene C1C(=C(C(C1(F)F)(F)F)F)F